1H-imidazo[2,1-f][1,2,4]Triazine-2,4-dione N1N2C(C(NC1=O)=O)=NC=C2